2,4-Dichloropyrimidin-5-amine ClC1=NC=C(C(=N1)Cl)N